(1R,5S,6S)-3-(5-(6-ethoxy-1H-pyrazolo[3',4':3,4]pyrazolo[1,5-a]pyridin-4-yl)pyridin-2-yl)-3-azabicyclo[3.1.0]-6-hexylamine hydrochloride Cl.C(C)OC=1C=C(C=2N(C1)N=C1C2C=NN1)C=1C=CC(=NC1)N1C[C@@H]2C([C@@H]2C1)N